methyl 4-(1-(5-bromo-3,3-dimethyl-2-oxoindolin-1-yl)cyclopropane-1-carboxamido)butanoate BrC=1C=C2C(C(N(C2=CC1)C1(CC1)C(=O)NCCCC(=O)OC)=O)(C)C